6-chloro-2-fluoro-9-(2,3,5,6-tetrafluoropyridin-4-yl)purine ClC1=C2N=CN(C2=NC(=N1)F)C1=C(C(=NC(=C1F)F)F)F